tert-Butyl 2-[[4-[(3R,5R)-5-[(3-bromo-4-oxo-pyrido[1,2-a]pyrimidin-2-yl)amino]-1-methyl-3-piperidyl]phenoxy]methyl]morpholine-4-carboxylate BrC1=C(N=C2N(C1=O)C=CC=C2)N[C@@H]2C[C@@H](CN(C2)C)C2=CC=C(OCC1CN(CCO1)C(=O)OC(C)(C)C)C=C2